5-chloro-2-(difluoromethyl)-N-((1r,4r)-4-((3-(2,5-difluorophenyl)-3-hydroxy-2-oxo-2,3-dihydro-1H-pyrrolo[2,3-b]pyridin-1-yl)methyl)cyclohexyl)nicotinamide ClC=1C=NC(=C(C(=O)NC2CCC(CC2)CN2C(C(C=3C2=NC=CC3)(O)C3=C(C=CC(=C3)F)F)=O)C1)C(F)F